3,4,5-trihydroxyvaleric acid OC(CC(=O)O)C(CO)O